C(C)(C)C(CCC(C)=O)\C=C\C(C)(C)O (E)-5-isopropyl-8-hydroxy-8-methyl-6-nonene-2-one